C(CCO)Br Trimethylenebromohydrin